OCC[C@H]1CN(C[C@H](N1C)CCO)S(=O)(=O)C=1C=CC(=C(C1)C=1NC(C2=C(N1)C(=CN2CC)CCC)=O)OCCC 2-(5-(((3s,5r)-3,5-bis(2-hydroxyethyl)-4-methylpiperazin-1-yl)sulfonyl)-2-propoxyphenyl)-5-ethyl-7-propyl-3,5-dihydro-4H-pyrrolo[3,2-d]pyrimidin-4-one